(1R,2R,3R,5S)-3-[4-amino-5-(1-methyl-1H-pyrazol-3-yl)-7H-pyrrolo[2,3-d]pyrimidin-7-yl]-5-{2-[2-(azetidin-1-yl)quinolin-7-yl]ethyl}-2-fluorocyclopentan-1-ol NC=1C2=C(N=CN1)N(C=C2C2=NN(C=C2)C)[C@H]2[C@H]([C@@H]([C@H](C2)CCC2=CC=C1C=CC(=NC1=C2)N2CCC2)O)F